((1H-imidazol-4-yl)methyl)-4-(3-(dimethylamino)-2',3',4',5'-tetrahydro-[1,1'-biphenyl]-4-yl)-1H-indazol-3-amine N1C=NC(=C1)CN1N=C(C2=C(C=CC=C12)C1=C(C=C(C=C1)C=1CCCCC1)N(C)C)N